C(C)(C)(C)OC(=O)N1CCN(CC1)C1=C(C(=NC2=C(N=CC=C12)OC1=C2C=NNC2=CC(=C1Cl)F)O[C@@H]1CN(C[C@H]1C(F)F)C)C#N 4-((4-(4-(tert-butoxycarbonyl)piperazin-1-yl)-3-cyano-2-(((3S,4R)-4-(difluoromethyl)-1-methylpyrrolidin-3-yl)oxy)-1,7-naphthyridin-8-yl)oxy)-5-chloro-6-fluoro-1H-indazole